(3-chloro-4-fluorophenyl)(5-iodo-4-methyl-1-((2-(trimethylsilyl)ethoxy)methyl)-1H-imidazol-2-yl)methanone ClC=1C=C(C=CC1F)C(=O)C=1N(C(=C(N1)C)I)COCC[Si](C)(C)C